hydroxyl-(tosyloxy)iodobenzene OC=1C(=C(C=CC1)I)OS(=O)(=O)C1=CC=C(C)C=C1